ethyl 1-(6-chloropyridazin-4-yl)-4-(pyrazolo[1,5-a]pyridin-2-yl)piperidine-4-carboxylate ClC1=CC(=CN=N1)N1CCC(CC1)(C(=O)OCC)C1=NN2C(C=CC=C2)=C1